S1CC=CC1(C=1SC=CC1C(=O)O)C=1SC=CC1 5,2':5,2''-terthiophene-3'-carboxylic acid